C(C1=CC=CC=C1)OC1=NC(=CC=C1C1=NN(C2=C(C=CC=C12)N1[C@H](CN(CC1)C(=O)OC(C)(C)C)C)C)OCC1=CC=CC=C1 tert-butyl (S)-4-(3-(2,6-bis(benzyloxy)pyridin-3-yl)-1-methyl-1H-indazol-7-yl)-3-methylpiperazine-1-carboxylate